NC=1C=C(C=CC1N)C1=CC(=C(C=C1)F)C(=O)NC1=CC=C(C=C1)COCC1=CC=CC=C1 3',4'-Diamino-N-(4-((benzyloxy)methyl)phenyl)-4-fluoro-[1,1'-biphenyl]-3-carboxamide